CN(C([C@H]([C@@H](C)C1=CC=CC=C1)NC1=CC=CC=C1)=O)C (2S,3S)-N,N-Dimethyl-3-phenyl-2-(phenylamino)butanamide